(S)-2-(2-cyclopropylformyl-6-(3-methyl-1H-pyrrolo[2,3-b]pyridin-5-yl)-1,2,3,4-tetrahydroisoquinolin-8-yl)pyrrolidine-1-carboxylic acid tert-butyl ester C(C)(C)(C)OC(=O)N1[C@@H](CCC1)C=1C=C(C=C2CCN(CC12)C(=O)C1CC1)C=1C=C2C(=NC1)NC=C2C